4-(3-bromo-4-fluoro-phenoxy)-3,5-difluoro-aniline BrC=1C=C(OC2=C(C=C(N)C=C2F)F)C=CC1F